Tert-butyl (3-(methyl(7-tosyl-7H-pyrrolo[2,3-d]pyrimidin-4-yl)amino)bicyclo[1.1.1]pentan-1-yl)carbamate CN(C12CC(C1)(C2)NC(OC(C)(C)C)=O)C=2C1=C(N=CN2)N(C=C1)S(=O)(=O)C1=CC=C(C)C=C1